C(C)(=O)O[C@H]1[C@@H](O[C@@H](C1)COC(C)=O)N1C2=NC(=NC=C2N(C1=O)C[C@H]1[C@@H](C1)C(=O)OCC)N ethyl (1R,2R)-2-((9-((2R,3R,5S)-3-acetoxy-5-(acetoxymethyl)tetrahydrofuran-2-yl)-2-amino-8-oxo-8,9-dihydro-7H-purin-7-yl)methyl)cyclopropane-1-carboxylate